CC1=CC(=NN1CC(=O)N1CCC(CC1)C#N)C(F)(F)F 1-[2-[5-methyl-3-(trifluoromethyl)-1H-pyrazol-1-yl]acetyl]-4-piperidinecarbonitrile